FC(C1=NN=C2N1C=C(N=C2)C=2C=NC(=CC2)O[C@@H](C(F)(F)F)C)(OCCC)F 3-[difluoro(propoxy)methyl]-6-[6-[(1R)-2,2,2-trifluoro-1-methyl-ethoxy]-3-pyridyl]-[1,2,4]triazolo[4,3-a]pyrazine